(5-isopropyl-1H-pyrazol-3-yl)[(1R,5S,6r)-6-methyl-6-(4-oxa-5-azaspiro[2.4]hept-5-en-6-yl)-3-azabicyclo[3.1.0]hex-3-yl]methanone C(C)(C)C1=CC(=NN1)C(=O)N1C[C@H]2C([C@H]2C1)(C1=NOC2(CC2)C1)C